4-(2-((S)-2-(2-isopropylphenyl)pyrrolidin-1-yl)-7-azaspiro[3.5]nonan-7-yl-6,6,8,8-d4)benzamide C(C)(C)C1=C(C=CC=C1)[C@H]1N(CCC1)C1CC2(C1)CC(N(C(C2)([2H])[2H])C2=CC=C(C(=O)N)C=C2)([2H])[2H]